1-amino-3-(2-(2-hydroxyethoxy)ethyl)pyridin-1-ium N[N+]1=CC(=CC=C1)CCOCCO